1-[3-chloro-5-[[1-(difluoromethyl)benzimidazol-2-yl]methoxy]phenyl]-5-(2-methoxy-3-pyridyl)-3-(3-pyridyl)pyrimidine-2,4-dione ClC=1C=C(C=C(C1)OCC1=NC2=C(N1C(F)F)C=CC=C2)N2C(N(C(C(=C2)C=2C(=NC=CC2)OC)=O)C=2C=NC=CC2)=O